4-[[2-Fluoro-6-[2-methoxy-4-(trifluoromethoxy)phenoxy]-4-(trifluoromethyl)benzoyl]amino]-5-methyl-pyridine-2-carboxamide FC1=C(C(=O)NC2=CC(=NC=C2C)C(=O)N)C(=CC(=C1)C(F)(F)F)OC1=C(C=C(C=C1)OC(F)(F)F)OC